N-(methyl-d3)-4-((2-(difluoromethoxy)-4-(1-(trifluoromethyl)-1H-1,2,4-triazol-3-yl)phenyl)amino)pyridazine-3-carboxamide C(NC(=O)C=1N=NC=CC1NC1=C(C=C(C=C1)C1=NN(C=N1)C(F)(F)F)OC(F)F)([2H])([2H])[2H]